tetracosylmethyl maleate C(\C=C/C(=O)[O-])(=O)OCCCCCCCCCCCCCCCCCCCCCCCCC